Cl.Cl.CN1CCN(CC1)[C@H]1[C@H](NCC1)C 1-Methyl-4-((2R,3R)-2-methylpyrrolidin-3-yl)piperazine dihydrochloride